C(OC1=CC=C(C=C1)[N+](=O)[O-])(O[C@H]1CC2=CC=CC=C2C[C@@H]1SSC1=NC=CC=C1)=O |r| 4-nitrophenyl (trans-(2SR,3SR)-3-(pyridin-2-yldisulfanyl)-1,2,3,4-tetrahydronaphthalen-2-yl) carbonate